ClC1=CC=C(C=C1)C=1C=2N(C=C(C1)C1=CC=C(C=C1)C(C)=O)C=C(N2)C2=CC=CC=C2 1-(4-(8-(4-chlorophenyl)-2-phenylimidazo[1,2-a]pyridin-6-yl)phenyl)ethan-1-one